(3S)-5-chloro-7-{[3-(8-ethyl-2-{[(1R,4R)-4-[(tert-butoxycarbonyl) amino] cyclohexyl]amino}quinazolin-6-yl)-2,4-difluorophenyl]sulfamoyl}-2,3-dihydro-1-benzofuran-3-yl acetate C(C)(=O)O[C@@H]1COC2=C1C=C(C=C2S(NC2=C(C(=C(C=C2)F)C=2C=C1C=NC(=NC1=C(C2)CC)NC2CCC(CC2)NC(=O)OC(C)(C)C)F)(=O)=O)Cl